NC1=NC(=CC(=N1)C=1C(=C(C#N)C=CC1)C)C1=CC(N(C=C1)CC1=CC=CC=C1)=O 3-(2-amino-6-(1-benzyl-2-oxo-1,2-dihydropyridin-4-yl)pyrimidin-4-yl)-2-methylbenzonitrile